[Si](C)(C)(C(C)(C)C)OCC(=O)C=1C=C(C=C2C(N(C(=NC12)CC)C)=O)C 8-(2-((tert-butyldimethylsilyl)oxy)acetyl)-2-ethyl-3,6-dimethylquinazolin-4(3H)-one